N-(4-(1H-imidazol-1-yl)phenyl)-N-(1-(ferrocen-3-yl)-2-(tert-butylamino)-2-oxoethyl)-2-ethynyl-thiazole-4-carboxamide N1(C=NC=C1)C1=CC=C(C=C1)N(C(=O)C=1N=C(SC1)C#C)C(C(=O)NC(C)(C)C)C1=C[CH-]C=C1.[CH-]1C=CC=C1.[Fe+2]